C(C)N(C#N)CC=1OC(=NN1)C=1C(=NC=CC1)NC1=CC=C(C=C1)C(F)(F)F ethyl-[[5-[2-[4-(trifluoromethyl)anilino]-3-pyridyl]-1,3,4-oxadiazol-2-yl]methyl]cyanamide